α-methyl-3,4-dihydroxyphenylpropionic acid CC(CC1=CC(=C(C=C1)O)O)C(=O)O